(3-fluoro-6-methoxypyridin-2-yl)[9-{[2-(4-isopropylphenyl)imidazo[1,2-a]pyrimidin-3-yl]methyl}-3,9-diazabicyclo[4.2.1]non-3-yl]methanone FC=1C(=NC(=CC1)OC)C(=O)N1CC2CCC(CC1)N2CC2=C(N=C1N2C=CC=N1)C1=CC=C(C=C1)C(C)C